stearyl valinate esylate S(=O)(=O)(O)CC.N[C@@H](C(C)C)C(=O)OCCCCCCCCCCCCCCCCCC